BrC1=CC=CC=2C=3N(C(=NC12)N[C@H]1C(NCC1)=O)N=C(N3)C3=C(C=CC=C3)OC(F)(F)F (3R)-3-({7-bromo-2-[2-(trifluoromethoxy)phenyl][1,2,4]triazolo[1,5-c]quinazolin-5-yl}amino)pyrrolidin-2-one